4-(3-isopropyl-5-(1-((3-methylimidazo[1,5-a]pyridin-1-yl)methyl)piperidin-4-yl)-1H-indol-2-yl)-1H-pyrazolo[3,4-b]pyridine C(C)(C)C1=C(NC2=CC=C(C=C12)C1CCN(CC1)CC=1N=C(N2C1C=CC=C2)C)C2=C1C(=NC=C2)NN=C1